C(C1=CC=CC=C1)OC(NC1C(CCC1)(C#N)N)=O (2-amino-2-cyanocyclopentyl)carbamic acid benzyl ester